C1(CC1)C1=C(C(=NO1)C1=C(C=CC=C1)OC(F)(F)F)COC1C[C@H]2CC[C@@H](C1)N2C=2SC1=C(N2)C(=CC(=C1)C(=O)OC)C=C methyl 2-((1R,3R,5S)-3-((5-cyclopropyl-3-(2-(trifluoromethoxy) phenyl) isoxazol-4-yl) methoxy)-8-azabicyclo[3.2.1]oct-8-yl)-4-vinylbenzo[d]thiazole-6-carboxylate